1-phenylethyl-imidazole dithioformate C(=S)S.C1(=CC=CC=C1)C(C)C=1NC=CN1